FC(C(=O)O)(F)F.N1[C@@H](CC1)C#N (S)-azetidine-2-carbonitrile 2,2,2-trifluoroacetate